3-(5-(((1R,2S)-2-(1,3-dihydro-2H-pyrrolo[3,4-c]pyridin-2-yl)cyclopentyl)oxy)-1-oxoisoindolin-2-yl)piperidine-2,6-dione C1N(CC=2C=NC=CC21)[C@@H]2[C@@H](CCC2)OC=2C=C1CN(C(C1=CC2)=O)C2C(NC(CC2)=O)=O